1-[(4S)-8-chlorochroman-4-yl]-3-[1-(2-methoxypyrimidin-5-yl)pyrazol-3-yl]urea ClC=1C=CC=C2[C@H](CCOC12)NC(=O)NC1=NN(C=C1)C=1C=NC(=NC1)OC